FC1=CC=C(C=C1)NC(=O)N[C@@H]1C(NC[C@H]1C1=CC=C(C=C1)SC)=O |o1:11,15| (-)-1-(4-fluoro-phenyl)-3-[(3S*,4R*)-4-(4-methylthio-phenyl)-2-oxo-pyrrolidin-3-yl]urea